O=C1NC(CCC1N1C(C2=CC=C(C=C2C1)CNC(=O)C1C(N(CC1)C1=CC=CC=C1)=O)=O)=O N-((2-(2,6-dioxopiperidin-3-yl)-1-oxoisoindolin-5-yl)methyl)-2-oxo-1-phenylpyrrolidin-3-carboxamide